1-(1-(2-ethyl-5-methoxy-4-nitrophenyl)piperidin-4-yl)-4-methylpiperazine C(C)C1=C(C=C(C(=C1)[N+](=O)[O-])OC)N1CCC(CC1)N1CCN(CC1)C